N-(3-(5-((3-acrylamido-4-(4-hydroxypiperidine-1-carbonyl)phenyl)amino)-1-methyl-6-oxo-1,6-dihydropyridin-3-yl)-2-methylphenyl)-4-(dimethylamino)benzamide C(C=C)(=O)NC=1C=C(C=CC1C(=O)N1CCC(CC1)O)NC1=CC(=CN(C1=O)C)C=1C(=C(C=CC1)NC(C1=CC=C(C=C1)N(C)C)=O)C